e-Diglyme COCCOCCOC